CN1C(N(C=2N=CNC2C1=O)CC(C)C)=O 3,7-Dihydro-1-methyl-3-(2-methylpropyl)-1H-purine-2,6-dione